trichlorobutylene oxide C1C(O1)CC(Cl)(Cl)Cl